3-chlorophenyl-6-(2-chloropyridin-4-yl)-1,2,4-triazin-3-amine ClC=1C=C(C=CC1)C=1N=C(N=NC1C1=CC(=NC=C1)Cl)N